CSC1=NC=C2C(=N1)N(C(N(C2)[C@H]2CCNC1=C(C=CC=C21)C)=O)C2COCC2 7-methylsulfanyl-3-[(4S)-8-methyl-1,2,3,4-tetrahydroquinolin-4-yl]-1-tetrahydrofuran-3-yl-4H-pyrimido[4,5-d]pyrimidin-2-one